NC=1C=CC(=C(C(=O)OC)C1)N1N=CC(=C1)C1CCC1 Methyl 5-amino-2-(4-cyclobutyl-1H-pyrazol-1-yl)benzoate